BrC=1C=C(C=2N(C1)C(=CN2)C(=O)OCC)Cl ethyl 6-bromo-8-chloro-imidazo[1,2-a]pyridine-3-carboxylate